1-ethoxy-triethoxy-2-ethoxybenzene C(C)OC1=C(C(=C(C(=C1)OCC)OCC)OCC)OCC